7-(2-fluoro-6-methyl-phenyl)-N5-[(3R)-1-methylazepan-3-yl]isoquinoline-3,5-diamine FC1=C(C(=CC=C1)C)C=1C=C(C=2C=C(N=CC2C1)N)N[C@H]1CN(CCCC1)C